CC1=C(C=CC(=C1)C)S(=O)(=O)C=1N=NN2C1NC(C1=CC=C(C=C21)N2CCN(CC2)CC(F)(F)F)=O 3-(2,4-dimethylbenzenesulfonyl)-8-[4-(2,2,2-trifluoroethyl)piperazin-1-yl]-4H,5H-[1,2,3]triazolo[1,5-a]quinazolin-5-one